1-(1-(3-(1-(4-(trifluoromethyl)phenyl)cyclopropyl)-1,2,4-oxadiazol-5-yl)cyclopropyl)ethan-1-one FC(C1=CC=C(C=C1)C1(CC1)C1=NOC(=N1)C1(CC1)C(C)=O)(F)F